(R)-1-(6-(3-Methoxytetrahydrofuran-3-yl)-4-methylpyridin-2-yl)-3-(1-methylazetidine-3-yl)-1H-pyrrolo[3,2-c]pyridin-6-amine CO[C@@]1(COCC1)C1=CC(=CC(=N1)N1C=C(C=2C=NC(=CC21)N)C2CN(C2)C)C